C(C1=CC=CC=C1)OCCN(C1=C(C=C(C(=N1)C(=O)NNC(C(CCC=C)(C(F)(F)F)OCC1=CC=CC=C1)=O)[N+](=O)[O-])C(F)(F)F)CCC=C 6-[2-Benzyloxyethyl(but-3-enyl)amino]-N'-[2-benzyloxy-2-(trifluoromethyl)hex-5-enoyl]-3-nitro-5-(trifluoromethyl)pyridine-2-carbohydrazide